NCCNC[SiH](O[SiH3])CNCCN bis(aminoethylaminomethyl)disiloxane